6-(isoquinolin-4-yl)thiazolo[4,5-d]pyrimidine-5,7(4H,6H)-dione C1=NC=C(C2=CC=CC=C12)N1C(NC2=C(C1=O)SC=N2)=O